CN(C(CCCCCCCCC)CCCC\C=C/CCCCCCCCCCC)C (15Z)-N,N-dimethylheptacosane-15-en-10-amine